C(C)OC(=O)C1=CN(C2=NC(=CC(=C2C1=O)C)Cl)C1=NC(=NS1)C=1C=NC(=CC1)OC 7-chloro-1-[3-(6-methoxypyridin-3-yl)-1,2,4-thiadiazol-5-yl]-5-methyl-4-oxo-1,4-dihydro-1,8-naphthyridine-3-carboxylic acid ethyl ester